OC1=CC=C(CCC(C)=O)C=C1 p-hydroxybenzyl-acetone